(1R,2S,3S,4R)-3-(((benzyloxy)carbonyl)amino)-6-carbonylbicyclo[2.2.2]octane-2-carboxylic acid ethyl ester C(C)OC(=O)[C@H]1[C@@H]2C(C[C@H]([C@@H]1NC(=O)OCC1=CC=CC=C1)CC2)=C=O